NC1=NC=C(C=N1)C=1C=C(C=NC1)C(C)N1C(N=CC=C1C=1C=CC2=C(C(=CO2)C)C1)C N-{1-[5-(2-aminopyrimidin-5-yl)pyridin-3-yl]ethyl}-2-methyl-6-(3-methyl-1-benzofuran-5-yl)pyrimidin